FC(CN1N=CC=2C1=NC(=CN2)N2CCC(CC2)COC2=NC=C(C=C2)C(F)(F)F)F 1-(2,2-Difluoroethyl)-6-(4-(((5-(trifluoromethyl)pyridin-2-yl)oxy)methyl)piperidin-1-yl)-1H-pyrazolo[3,4-b]pyrazine